5-((2-hydroxyethoxy)carbonyl)furan-2-carboxylic acid OCCOC(=O)C1=CC=C(O1)C(=O)O